CC(C)(C)C1=CC=C(C=C1)C[C@H](CN1C[C@H](O[C@H](C1)C)C)C |o1:11| (2R,6S)-rel-4-[3-[4-(1,1-dimethylethyl)phenyl]-2-methylpropyl]-2,6-dimethylmorpholine